SCCOC(CC)=O.[N+](=[N-])=C1OC(C2=CC=CC=C12)=O diazoisobenzofuran-1-one 2-mercaptoethyl-propionate